FC1=C(C(=CC2=C1N=CS2)F)NC2=C1C(=NC=C2)SC(=C1)C1C(N(CC1)C(=O)OCC1=CC=CC=C1)C benzyl 3-(4-((4,6-difluorobenzo[d]thiazol-5-yl) amino) thieno[2,3-b]pyridin-2-yl)-2-methylpyrrolidine-1-carboxylate